9-((2-(2,6-dioxopiperidin-3-yl)-1-oxoisoindolin-4-yl)thio)-N-(3-((3aR,4R,9bR)-4-(hydroxymethyl)-1-tosyl-2,3,3a,4,5,9b-hexahydro-1H-pyrrolo[3,2-c]quinolin-8-yl)phenyl)nonanamide O=C1NC(CCC1N1C(C2=CC=CC(=C2C1)SCCCCCCCCC(=O)NC1=CC(=CC=C1)C1=CC=2[C@H]3[C@@H]([C@@H](NC2C=C1)CO)CCN3S(=O)(=O)C3=CC=C(C)C=C3)=O)=O